O1CC(C1)NC(=O)N1[C@H]([C@H](CCC1)C1=NNC=C1)CO[C@@H]1CC[C@@H](CC1)C1=CC=CC=C1 (CIS)-N-(oxetan-3-yl)-2-((((CIS)-4-phenylcyclohexyl)oxy)methyl)-3-(1H-pyrazol-3-yl)piperidine-1-carboxamide